2-methyl-N1-tritylpropane-1,2-diamine CC(CNC(C1=CC=CC=C1)(C1=CC=CC=C1)C1=CC=CC=C1)(C)N